8-((2-fluoro-5-(trifluoromethyl)benzoyl)-D-valyl)-4-(4-fluorophenyl)-2,8-diazaspiro[4.5]decane-2-carboxylic acid methyl ester COC(=O)N1CC2(C(C1)C1=CC=C(C=C1)F)CCN(CC2)C([C@H](NC(C2=C(C=CC(=C2)C(F)(F)F)F)=O)C(C)C)=O